methyl (R)-3-((1R,3R)-1-(3-bromo-6-fluoro-2-methylphenyl)-6-fluoro-3-methyl-1,3,4,9-tetrahydro-2H-pyrido[3,4-b]Indol-2-yl)-2-methylpropionate BrC=1C(=C(C(=CC1)F)[C@H]1N([C@@H](CC2=C1NC1=CC=C(C=C21)F)C)C[C@H](C(=O)OC)C)C